1-(3,6-dihydro-2H-pyran-4-yl)-6-methyl-2-(1-methyl-1H-pyrazol-4-yl)-1'-(pyrimidin-4-yl)-3,6-dihydro-7H-spiro[dipyrrolo[2,3-b:3',2'-d]pyridine-8,4'-piperidin]-7-one O1CCC(=CC1)C1=C(NC2=NC=C3C(=C21)C2(CCN(CC2)C2=NC=NC=C2)C(N3C)=O)C=3C=NN(C3)C